4-bromo-5-[4-(2-fluoro-benzyl)-piperazin-1-yl]-benzofuran-2-carboxylic acid BrC1=C(C=CC2=C1C=C(O2)C(=O)O)N2CCN(CC2)CC2=C(C=CC=C2)F